NC1=C(C(=CC2=CC(=C(C(=C12)O)N=NC1=CC=C(C=C1)S(=O)(=O)CCOS(=O)(=O)[O-])S(=O)(=O)[O-])S(=O)(=O)[O-])N=NC1=CC=C(C=C1)S(=O)(=O)CCOS(=O)(=O)[O-] 4-amino-5-hydroxy-3,6-bis[[4-(2-sulfonatooxyethylsulfonyl)phenyl]diazenyl]naphthalene-2,7-disulfonate